trans-(rac)-N-(benzo[d]thiazol-5-yl)-1-((5-chloro-1-methyl-1H-pyrazol-4-yl)sulfonyl)-3-fluoropiperidine-4-carboxamide S1C=NC2=C1C=CC(=C2)NC(=O)[C@H]2[C@@H](CN(CC2)S(=O)(=O)C=2C=NN(C2Cl)C)F |r|